ethyl 7-bromoindane-5-carboxylate BrC=1C=C(C=C2CCCC12)C(=O)OCC